C(C)C1=C(C=CC=C1)C=O (2-ethylphenyl)methanone